FC1=CC=C2C=NC(=NC2=C1)NC1CC2(CC(C2)OC2=C(C(=O)N)C=CC=N2)C1 2-(((2S,4s,6S)-6-((7-fluoroquinazolin-2-yl)amino)spiro[3.3]heptan-2-yl)oxy)nicotinamide